N1(CCNCC1)C=1SC2=C(N=CNC2=O)N1 2-(piperazin-1-yl)thiazolo[4,5-d]Pyrimidin-7(6H)-one